Methyl (2R)-1-[(2-{(S)-[(3-ethylisoxazole-4-carbonyl)amino](4-methylcyclohexyl)-methyl}-4-fluoro-1H-benzimidazol-5-yl)methyl]pyrrolidine-2-carboxylate C(C)C1=NOC=C1C(=O)N[C@H](C1=NC2=C(N1)C=CC(=C2F)CN2[C@H](CCC2)C(=O)OC)C2CCC(CC2)C